2-[[2-[[4-(chloromethyl)phenyl]methyl]-3,4-dihydro-1H-isoquinolin-6-yl]amino]-8-cyclopentyl-7-oxo-pyrido[2,3-d]pyrimidine-6-carbonitrile ClCC1=CC=C(C=C1)CN1CC2=CC=C(C=C2CC1)NC=1N=CC2=C(N1)N(C(C(=C2)C#N)=O)C2CCCC2